1,6-dicyanatonaphthalene O(C#N)C1=CC=CC2=CC(=CC=C12)OC#N